2-(4-(trifluoromethyl)pyridin-2-yl)ethan-1-one FC(C1=CC(=NC=C1)CC=O)(F)F